(S)-4-(6-((4-methoxybenzyl)oxy)-2-(methylsulfonyl)pyrimidin-4-yl)-2-methylmorpholine COC1=CC=C(COC2=CC(=NC(=N2)S(=O)(=O)C)N2C[C@@H](OCC2)C)C=C1